1,2-di-(9Z-octadecenoyl-(octadecenoyl))-sn-glycerol C(C=CCCCCCCCCCCCCCCC)(=O)CCCCCCCCCCCCCCCC=CC(=O)OC[C@@H](OC(C=CCCCCCCCCCCCCCCCC(C=CCCCCCCCCCCCCCCC)=O)=O)CO